C1(CC1)CNCC1=CC(=C2CN(C(C2=C1)=O)C1=CC(=CC=C1)C1(CC(C1)(F)F)[C@@H](C1=NN=CN1C)F)C(F)(F)F (S)-6-(((cyclopropylmethyl)amino)methyl)-2-(3-(3,3-difluoro-1-(fluoro(4-methyl-4H-1,2,4-triazol-3-yl)methyl)cyclobutyl)phenyl)-4-(trifluoromethyl)isoindolin-1-one